1-(2-(4-isopropyl-4H-1,2,4-triazol-3-yl)thiazol-5-yl)-3-(7-methylbenzo[d]thiazol-2-yl)urea C(C)(C)N1C(=NN=C1)C=1SC(=CN1)NC(=O)NC=1SC2=C(N1)C=CC=C2C